OC[C@H]1N(C[C@@H]([C@H]([C@@H]1O)O)O)CC1CCC2(CCCC2)CC1 (2R,3R,4R,5S)-2-(hydroxymethyl)-1-(spiro[4.5]decan-8-ylmethyl)piperidine-3,4,5-triol